N-tolyl-3-methyl-4,5-epoxycyclohexane-1,2-dicarboximide C1(=C(C=CC=C1)N1C(=O)C2C(C(C3C(C2)O3)C)C1=O)C